7,8-dichloro-10-(((R)-2-hydroxypropyl)amino)-1-methyl-3,4,5,6-tetrahydroazepino[4,5-b]indol-2(1H)-one ClC1=C(C=C(C=2C3=C(NC12)CCNC(C3C)=O)NC[C@@H](C)O)Cl